BrC=1N2C(SC1)=CN=C2 3-bromoimidazo[5,1-b]thiazole